NC=1C(=NC(=CC1)Br)NC(=O)C1COCC1 N-(3-amino-6-bromopyridin-2-yl)oxolane-3-carboxamide